N(=[N+]=[N-])[C@H]1[C@@H](O[C@@H]([C@H]([C@@H]1OCC1=CC=CC=C1)OCC1=CC=CC=C1)COCC1=CC=CC=C1)O[C@@H]([C@H](COP(=O)(OCCC#N)OCCNC(=O)OCC1=CC=CC=C1)OCC1=CC=CC=C1)[C@H](OCC1=CC=CC=C1)CO 3-O-(2-azido-3,4,6-tri-O-benzyl-2-deoxy-β-D-glucopyranosyl)-2,4-di-O-benzyl-1-O-[(2-{[(benzyloxy)carbonyl]amino}ethoxy)(2-cyanoethoxy)phosphoryl]-D-ribitol